BrC1=CN(C2=C1N=C(N=C2)C2=C(C=CC=C2)C(C)C)COCC[Si](C)(C)C 2-[[7-bromo-2-(2-isopropylphenyl)pyrrolo[3,2-d]pyrimidin-5-yl]methoxy]ethyl-trimethyl-silane